N-(2'-amino-5'H-spiro[isochroman-4,4'-thiazol]-6-yl)-5-fluoromethylpyridinamide NC=1SCC2(N1)COCC1=CC=C(C=C12)NC(=O)C1=NC=C(C=C1)CF